2-HYDROXYAMINO-PENTANOIC ACID ONC(C(=O)O)CCC